C(#N)C=1C=C(C=CC1)C=1N=C(SC1C1=CC(=NC(=C1)C)C)NC(=O)N1CC2(CC1)OCCNC2 N-[4-(3-Cyanophenyl)-5-(2,6-dimethyl-4-pyridyl)thiazol-2-yl]-6-oxa-2,9-diazaspiro[4.5]decane-2-carboxamide